1-(2-bromo-5-fluoropyridin-4-yl)ethan-1-one BrC1=NC=C(C(=C1)C(C)=O)F